C(C)(C)(C)OC(N[C@H]1C[C@H](CCC1)NC1=NN(C(C2=CC=C(C=C12)Cl)=O)CC(F)(F)F)=O ((1R,3S)-3-((7-chloro-4-oxo-3-(2,2,2-trifluoroethyl)-3,4-dihydrophthalazin-1-yl)amino)cyclohexyl)carbamic acid tert-butyl ester